Cl.Cl.FC=1C=C(C=NC1)[C@H](CNC(C[C@@H]1CN(CCC1)S(=O)(=O)C)(C)C)O (R)-1-(5-Fluoropyridin-3-yl)-2-((2-methyl-1-((R)-1-(methylsulfonyl)-piperidin-3-yl)propan-2-yl)amino)ethan-1-ol dihydrochloride